C1CC12OCCN(C2)C2=NN1C(N=CC=C1)=C2C(=O)O (4-oxa-7-azaspiro[2.5]oct-7-yl)pyrazolo[1,5-a]pyrimidine-3-carboxylic acid